O1COC2=C1C=CC(=C2)CN2C(N=CC(=C2)C2=NC(=NC(=C2)C)S(=O)(=O)CCC(C2=CC=CC=C2)OCC2=C(C=CC=C2)F)=O 1'-(benzo[d][1,3]dioxol-5-ylmethyl)-2-((3-((2-fluorobenzyl)oxy)-3-phenylpropyl)sulfonyl)-6-methyl-[4,5'-bipyrimidine]-2'(1'H)-one